4-Cyclopropoxy-N-(1-(1-methyl-1H-pyrazol-5-yl)piperidin-4-yl)-N-(4-(trifluoromethyl)phenyl)pyridin-3-amine C1(CC1)OC1=C(C=NC=C1)N(C1=CC=C(C=C1)C(F)(F)F)C1CCN(CC1)C1=CC=NN1C